C1(CC1)C=1N=CC(=NC1)[C@H](C)N1C(C=2N([C@@H](C1)C)N=C1C2CN([C@@H](C1)C)C(C1=CC(=C(C=C1)Cl)Cl)=O)=O (3R,7R)-9-((S)-1-(5-cyclopropylpyrazin-2-yl)ethyl)-2-(3,4-dichlorobenzoyl)-3,7-Dimethyl-1,2,3,4,8,9-hexahydropyrido[4',3':3,4]Pyrazolo[1,5-a]Pyrazin-10(7H)-one